ClC1=CC=C2C(=C1)NC[C@@]21[C@@H](N[C@]([C@@H]1C1=C(C(=CC=C1)Cl)F)(C(=O)OC(C)(C)C)C)CC(C)(C)C tert-butyl (2'S,3S,4'S,5'R)-6-chloro-4'-(3-chloro-2-fluorophenyl)-2'-(2,2-dimethylpropyl)-5'-methyl-1,2-dihydrospiro[indole-3,3'-pyrrolidine]-5'-carboxylate